2,2'-dilithio-1,1'-biphenyl [Li]C1=C(C=CC=C1)C1=C(C=CC=C1)[Li]